2-[(1E)-5-fluoro-2-methyl-1-[(4-phenoxyphenyl)methylene]-1H-inden-3-yl]Acetic acid FC=1C=C2C(=C(\C(\C2=CC1)=C/C1=CC=C(C=C1)OC1=CC=CC=C1)C)CC(=O)O